C[Sn](CC)C Dimethyl-ethyl-tin